CC(CNCC=1C=CC=2N(C1)C=C(N2)CNC(=O)C=2N=C1N(C(C2)=O)C=CC=C1)(CC)C N-[[6-[(2,2-dimethylbutylamino)methyl]imidazo[1,2-a]pyridin-2-yl]methyl]-4-oxo-pyrido[1,2-a]pyrimidine-2-carboxamide